tert-butyl (1S,5S)-6-(4-(2-methoxyethoxy)phenyl)-9,9-dimethyl-3,6-diazabicyclo[3.2.2]nonane-3-carboxylate COCCOC1=CC=C(C=C1)N1[C@@H]2CN(C[C@H](C1)CC2(C)C)C(=O)OC(C)(C)C